C(C)(C)(C)OC(C(CC=1C=NC(=CC1)OCCOCCOCC)O)=O.C(C)OCCOCCOC1=CC=C(C=N1)CC(C(=O)OC(C)(C)C)OS(=O)(=O)C tert-butyl 3-{6-[2-(2-ethoxyethoxy)ethoxy]pyridin-3-yl}-2-[(methylsulfonyl)oxy]propanoate tert-butyl-3-{6-[2-(2-ethoxyethoxy)ethoxy]pyridin-3-yl}-2-hydroxypropanoate